C1(C=CC=C1)C([Pt](CCC)(CCC)CCC)(C)C (cyclopentadienyl)dimethyl-tripropylmethyl-platinum